tert-Butyl 4-((6-cyano-3-nitropyridin-2-yl)amino)piperidine-1-carboxylate C(#N)C1=CC=C(C(=N1)NC1CCN(CC1)C(=O)OC(C)(C)C)[N+](=O)[O-]